3-(3-chloro-4-methoxy-phenyl)-1-phenylurea ClC=1C=C(C=CC1OC)NC(NC1=CC=CC=C1)=O